(1S,2R,3S,4R)-2,3-Dihydroxy-N,N-dimethyl-4-(6,7,8,9-tetrahydro-2H-2,3,5,6-tetraazabenzo[cd]azulen-2-yl)cyclopentane-1-carboxamide O[C@@H]1[C@H](C[C@H]([C@@H]1O)N1C=C2CCCNC=3C2=C1N=CN3)C(=O)N(C)C